5H,6H,7H,8H,9H,10H-cyclohepta[b]indol C1=C2C3=C(NC2=CC=C1)CCCCC3